FC=1C=NC2=CC(=CC(=C2C1CCCO[C@H]1CN(CCCC1)C(=O)OC(C)(C)C)O)O tert-butyl (R)-3-(3-(3-fluoro-5,7-dihydroxyquinolin-4-yl)propoxy)azepane-1-carboxylate